tert-butyl 3-((6-(benzyloxy)-7-(1,1-dioxido-4-oxo-1,2,5-thiadiazolidin-2-yl)-8-fluoronaphthalen-2-yl)oxy)azetidine-1-carboxylate C(C1=CC=CC=C1)OC=1C=C2C=CC(=CC2=C(C1N1S(NC(C1)=O)(=O)=O)F)OC1CN(C1)C(=O)OC(C)(C)C